CS(=O)(=O)C1=C(C(=C(C(=N1)Cl)Cl)Cl)Cl methylsulfonyl-tetrachloro-pyridine